ClC1=CC=C(C=C1)C(C=1C(=NC=CC1)NC(C(C)(C)C)=O)O N-(3-((4-chlorophenyl)(hydroxy)methyl)pyridin-2-yl)pivaloamide